(7R,14R)-11-(4-(dimethylphosphoryl)-2-fluorophenyl)-1-ethynyl-6-(methyl-d3)-6,7-dihydro-7,14-methanobenzo[f]benzo[4,5]imidazo[1,2-a][1,4]diazocin-5(14H)-one CP(=O)(C)C1=CC(=C(C=C1)C1=CC2=C(N=C3N2[C@H]2C4=C(C(N([C@@H]3C2)C([2H])([2H])[2H])=O)C=CC=C4C#C)C=C1)F